CS(=O)CC[C@@H](C(=O)O)NC(CCCCCCCCCCCCCCC)=O (2S)-4-(methylsulfinyl)-2-palmitamidobutanoic acid